5-methoxy-2,2-dimethyl-N-(3-methyl-1-(3-(4-methylpiperazin-1-yl)propyl)-1H-indazol-6-yl)2H-chromen-6-carboxamide COC1=C2C=CC(OC2=CC=C1C(=O)NC1=CC=C2C(=NN(C2=C1)CCCN1CCN(CC1)C)C)(C)C